FC1=C(C(=C(C(=C1[B-](C1=C(C(=C(C(=C1F)F)F)F)F)(C1=C(C(=C(C(=C1F)F)F)F)F)C1=C(C(=C(C(=C1F)F)F)F)F)F)F)F)F.C1(CCCCC1)[NH+](C1CCCCC1)CC(F)(F)F N,N-dicyclohexyl-2,2,2-trifluoroethylammonium tetrakis(pentafluorophenyl)borate